4-[[3-[4-(cyanomethoxy)-2,3-difluorophenyl]imidazo[1,2-a]pyrazin-8-yl]amino]-N-[2-[[(2S)-2,3-diaminopropanoyl]amino]ethyl]-2-ethylbenzamide formate C(=O)O.C(#N)COC1=C(C(=C(C=C1)C1=CN=C2N1C=CN=C2NC2=CC(=C(C(=O)NCCNC([C@H](CN)N)=O)C=C2)CC)F)F